2-(5-{cyclopropyl[(1S,2R,3R,5R)-2-fluoro-1,5-dimethyl-8-azabicyclo[3.2.1]octan-3-yl]amino}pyrazin-2-yl)-4-fluoro-5-(1H-1,2,3-triazol-1-yl)phenol C1(CC1)N(C=1N=CC(=NC1)C1=C(C=C(C(=C1)F)N1N=NC=C1)O)[C@H]1[C@H]([C@@]2(CC[C@](C1)(N2)C)C)F